ONC(\C=C\C1=C(C=CC=C1)NC(C(C)C)=O)=O (E)-N-hydroxy-3-(2-isobutyramidophenyl)acrylamide